8-fluoro-1,3,4,5-tetrahydropyrido[4,3-b]indol FC1=CC=2C3=C(NC2C=C1)CCNC3